N-((4-amino-1-(tetrahydrofuran-3-yl)-1H-pyrazolo[3,4-d]pyrimidin-3-yl)phenyl)-5-(4-Fluorophenyl)-1-isobutyl-4-oxo-1,4-dihydropyridazine-3-carboxamide NC1=C2C(=NC=N1)N(N=C2C2=C(C=CC=C2)NC(=O)C2=NN(C=C(C2=O)C2=CC=C(C=C2)F)CC(C)C)C2COCC2